C1(=CC=CC=2C3=CC=CC=C3C12)C1=CC=CC=2OC3=C(C21)C=CC=C3 (biphenylenyl)dibenzofuran